trans-tert-Butyl 7-[3-[[(1S,2S)-2-ethyl-3-(1-methylpyrazol-4-yl)cyclopropanecarbonyl]amino]-7-fluoro-6-isoquinolyl]-8-methyl-2,3-dihydropyrido[2,3-b][1,4]oxazine-1-carboxylate C(C)[C@@H]1[C@@H](C1C=1C=NN(C1)C)C(=O)NC=1N=CC2=CC(=C(C=C2C1)C1=C(C2=C(OCCN2C(=O)OC(C)(C)C)N=C1)C)F